((1S,4S,5S)-4-(4-(8-azido-2-methyl-3-phenyloctan-2-yl)-2,6-dimethoxyphenyl)-6,6-dimethylbicyclo[3.1.1]hept-2-en-2-yl)methanamine N(=[N+]=[N-])CCCCCC(C(C)(C)C1=CC(=C(C(=C1)OC)[C@H]1C=C([C@@H]2C([C@H]1C2)(C)C)CN)OC)C2=CC=CC=C2